N1N=NN=C1C1=C(C=CC=C1)C1=CC(=CC(=N1)N(CC(C)C)CC1=CC=CC=C1)NC1=CC(=CC=C1)OC 6-(2-(1H-tetrazol-5-yl)phenyl)-N2-benzyl-N2-isobutyl-N4-(3-methoxyphenyl)pyridine-2,4-diamine